ClC1=CC2=C(NC=3CCN(CCC32)C(=O)OC(C)(C)C)N=N1 tert-butyl 3-chloro-5,8,9,10-tetrahydropyridazino[4',3':4,5]pyrrolo[2,3-d]azepine-7(6H)-carboxylate